N-(5-bromo-4-methoxy-2-nitrophenyl)-2-methylpyridin-3-amine BrC=1C(=CC(=C(C1)NC=1C(=NC=CC1)C)[N+](=O)[O-])OC